5-(3-(cis-4-(4-(4-amino-3-(4-phenoxyphenyl)-1H-pyrazolo[3,4-d]pyrimidin-1-yl)cyclohexyl)piperazin-1-yl)azetidin-1-yl)-2-(2,6-dioxopiperidin-3-yl)-6-fluoroIsoindoline-1,3-dione NC1=C2C(=NC=N1)N(N=C2C2=CC=C(C=C2)OC2=CC=CC=C2)[C@H]2CC[C@H](CC2)N2CCN(CC2)C2CN(C2)C=2C=C1C(N(C(C1=CC2F)=O)C2C(NC(CC2)=O)=O)=O